C(C)N1CCN(CC1)CC=1C=CC(=NC1)NC1=NC=C(C(=N1)C1=C(C=2C(N(CC3(C2S1)CC3)C)=O)C)F 2'-(2-((5-((4-Ethylpiperazin-1-yl)methyl)pyridin-2-yl)amino)-5-fluoropyrimidin-4-yl)-3',5'-dimethyl-5',6'-dihydro-4'H-spiro[cyclopropane-1,7'-thieno[3,2-c]pyridin]-4'-one